3-ethyl-hydroxy-7-octene C(C)C(CCO)CCCC=C